1-hexyl-3-ethylpyrrolidinium fluoride [F-].C(CCCCC)[NH+]1CC(CC1)CC